N1(CCC12CCNCC2)C(=O)OCCCC butyl 1,7-diazaspiro[3.5]nonane-1-carboxylate